methyl 3-bromo-5-(4-fluorophenyl)-1H-indole-2-carboxylate BrC1=C(NC2=CC=C(C=C12)C1=CC=C(C=C1)F)C(=O)OC